ClC1=NC=CC(=C1)NC(NC1=CC(=NC=C1)C(=O)NCCCCNC1=C2C(N(C(C2=CC=C1)=O)C1C(NC(CC1)=O)=O)=O)=O 4-(3-(2-chloropyridin-4-yl)ureido)-N-(4-((2-(2,6-dioxopiperidin-3-yl)-1,3-dioxoisoindolin-4-yl)amino)butyl)picolinamide